[C@H](C)(CC)[C@@H]1N=C(C2=C(N(C1=O)CCC(=O)NS(=O)(=O)C1=CC=CC=C1)C=CC(=C2)Cl)C2=CC=CC=C2 3-((S)-3-((S)-sec-butyl)-7-chloro-2-oxo-5-phenyl-2,3-dihydro-1H-benzo[e][1,4]diazepin-1-yl)-N-(benzenesulfonyl)propanamide